1-(4-bromo-3-fluoro-5-methylphenyl)-N-methyl-methylamine BrC1=C(C=C(C=C1C)CNC)F